CC1=NC2=CC=CC=C2C(=C1)C#N methyl-quinoline-4-carbonitrile